5-((6-((5-chloro-2-((2r,6s)-2,6-dimethylmorpholino)pyrimidin-4-yl)amino)-3-methyl-2-oxo-2,3-dihydro-1H-benzo[d]imidazol-1-yl)methyl)-5-ethyl-3-methyl-oxazolidin-2-one ClC=1C(=NC(=NC1)N1C[C@H](O[C@H](C1)C)C)NC=1C=CC2=C(N(C(N2C)=O)CC2(CN(C(O2)=O)C)CC)C1